(S)-4-(2'-ethoxy-3-fluoro-[2,3'-bipyridin]-5-yl)-1-(2-fluoro-4-(trifluoromethyl)phenyl)-N-(1-methylpyrrolidin-3-yl)piperidine-4-carboxamide formate C(=O)O.C(C)OC1=NC=CC=C1C1=NC=C(C=C1F)C1(CCN(CC1)C1=C(C=C(C=C1)C(F)(F)F)F)C(=O)N[C@@H]1CN(CC1)C